FC=1C=C2C(=CNC2=CC1)CCOC=1C2=C(N=C(N1)C1=CC(=CC=C1)F)SC=N2 7-(2-(5-fluoro-1H-indol-3-yl)ethoxy)-5-(3-fluorophenyl)thiazolo[5,4-d]pyrimidine